C(C)OCCOC 1-ethoxy-2-methoxyethane